N1[C@@H](CCC1)C(=O)OCCOC(=O)[C@@]1(NC[C@@H]2NCC[C@@H]21)CCCCB(O)O 4-((3aS,4R,6aR)-4-((2-((S)-pyrrolidine-2-carbonyloxy)ethoxy)carbonyl)octahydropyrrolo[3,4-b]pyrrol-4-yl)butylboronic acid